N-(2-(dimethylamino)ethyl)-3-((4-bromofluorophenylthio)amino)quinoxaline-2-carboxamide tert-Butyl-(18-chloro-3,6,9,12-tetraoxaoctadecyl)carbamate C(C)(C)(C)N(C(O)=O)CCOCCOCCOCCOCCCCCCCl.CN(CCNC(=O)C1=NC2=CC=CC=C2N=C1NSC1=C(C=C(C=C1)Br)F)C